5-tert-Butoxycarbonyl-1,4,6,7-tetrahydropyrazolo[4,3-c]pyridine-3-carboxylic acid C(C)(C)(C)OC(=O)N1CC2=C(CC1)NN=C2C(=O)O